FC=1C=C(C=C2C=NN(C12)C1OCCCC1)C1NCC(CC1)C 7-fluoro-5-(5-methyl-2-piperidyl)-1-tetrahydropyran-2-yl-indazole